Acetylsalicylic acid lysine salt N[C@@H](CCCCN)C(=O)O.C(C)(=O)OC=1C(C(=O)O)=CC=CC1